COCC[S@@](=O)C1=C(C=2C(=NC(=CC2C2=CC=NN2C)C=2C=C3C=NC=NC3=CC2)S1)N 2-[(R)-2-methoxyethanesulfinyl]-4-(1-methyl-1H-pyrazol-5-yl)-6-(quinazolin-6-yl)thieno[2,3-b]pyridin-3-amine